N1C=CC=C2C1=C(N=C2)C(=O)N pyrrolo[3,4-e]pyridine-7-carboxamide